C1(CC1)C(C1=CC(OC2=CC(=CC=C12)N(CC)CC)=O)O 4-(cyclopropyl(hydroxy)methyl)-7-(diethylamino)-2H-chromen-2-one